S(C#N)C1=NC=C(C=O)C=C1 6-(thiocyano)nicotinaldehyde